CC(C)(C)C1=CC=C(C=C1)[S+](C1=CC=C(C=C1)C(C)(C)C)C1=CC=C(C=C1)C(C)(C)C tris[4-(1,1-dimethylethyl)phenyl]-sulfonium